C(CC)OC(C=C)=O.BrC=1C=C(C(=NC1)OCCCN(C)C)C1(C(=O)N)CC=CC=C1 1-(5-bromo-2-(3-(dimethylamino)propoxy)pyridin-3-yl)benzamide n-propylacrylate